1,2-bis(dicycloheptylphosphino)ethane C1(CCCCCC1)P(CCP(C1CCCCCC1)C1CCCCCC1)C1CCCCCC1